N[C@@H]1C(N(C2=C(C(C1)(F)F)C=C(C(=C2)C=2OC(=NN2)C(C)(S(=O)(=O)C)C)F)CC2=CC=C(C=C2)C2=CC=C(C=C2)OC)=O (3S)-3-amino-5,5,7-trifluoro-1-[[4-(4-methoxyphenyl)phenyl]methyl]-8-[5-(1-methyl-1-methylsulfonyl-ethyl)-1,3,4-oxadiazol-2-yl]-3,4-dihydro-1-benzazepin-2-one